5-ethyl-6-fluoro-4-(8-fluoro-2-(((2R,7aS)-2-fluorohexahydro-1H-pyrrolizin-7a-yl)methoxy)-4-(2,6-dioxa-9-azaspiro[3.6]decan-9-yl)pyrido[4,3-d]pyrimidin-7-yl)naphthalen-2-ol C(C)C1=C2C(=CC(=CC2=CC=C1F)O)C1=C(C=2N=C(N=C(C2C=N1)N1CCOCC2(COC2)C1)OC[C@]12CCCN2C[C@@H](C1)F)F